N-ethyl-2-(5-(trifluoromethyl)-1,2,4-oxadiazol-3-yl)-6,7-dihydrothieno[3,2-c]pyridine-5(4H)-carboxamide C(C)NC(=O)N1CC2=C(CC1)SC(=C2)C2=NOC(=N2)C(F)(F)F